calcium, hydrobromide Br.[Ca]